docosynoic acid C(C#CCCCCCCCCCCCCCCCCCCC)(=O)O